1-((5-(5-(difluoromethyl)-1,3,4-oxadiazole-2-yl)pyridine-2-yl)methyl)-3-(1-(methylsulfonyl)piperidine-4-yl)-1,3-dihydro-2H-benzo[d]imidazole-2-one FC(C1=NN=C(O1)C=1C=CC(=NC1)CN1C(N(C2=C1C=CC=C2)C2CCN(CC2)S(=O)(=O)C)=O)F